trans-N-[3-(4-cyclopropoxy-2-methoxypyridin-3-yl)-1H-pyrrolo[2,3-b]pyridin-6-yl]-2-[(4-methylpiperazin-1-yl)methyl]cyclopropane-1-carboxamide C1(CC1)OC1=C(C(=NC=C1)OC)C1=CNC2=NC(=CC=C21)NC(=O)[C@H]2[C@@H](C2)CN2CCN(CC2)C